FC1(CCC(CC1)NC1=NC(=CC(=N1)OC1CC(C1)(O)C)N1N=C(C=C1)F)F 3-((2-((4,4-difluorocyclohexyl)amino)-6-(3-fluoro-1H-pyrazol-1-yl)pyrimidin-4-yl)oxy)-1-methylcyclobutane-1-ol